N1=CN=C(C2=C1C1=C(O2)C=CC=C1)C1N(CCNC1)C(N)=S ([1]benzofuro[3,2-d]pyrimidin-4-yl)piperazine-1-carbothioamide